NC=1C(=NC(=C(N1)C=1OC=CN1)C=1C=CC=2N(C1)C=CN2)C(=O)NCC2=NC=CC(=N2)N 3-amino-N-((4-aminopyrimidin-2-yl)methyl)-6-(imidazo[1,2-a]pyridin-6-yl)-5-(oxazol-2-yl)pyrazine-2-carboxamide